4-methyl-3-((3-morpholino-1-oxa-8-azaspiro[4.5]decan-8-yl)sulfonyl)benzonitrile CC1=C(C=C(C#N)C=C1)S(=O)(=O)N1CCC2(CC(CO2)N2CCOCC2)CC1